5-methyl-6-phenylpyrrolo[2,3-b]pyrazine CN1C(=CC=2C1=NC=CN2)C2=CC=CC=C2